C(=O)O.FC1=C(OCC#N)C=CC(=C1F)C1=CN=C2N1C=CN=C2NC2=CC(=C(C=C2)C(=O)N2CCN(CC2)C(=O)[C@@H]2[C@H](CNCC2)O)C 2-[2,3-difluoro-4-[8-[4-[4-[(3R,4S)-3-hydroxypiperidine-4-carbonyl]piperazine-1-carbonyl]-3-methyl-anilino]imidazo[1,2-a]pyrazin-3-yl]phenoxy]acetonitrile formate